tert-butyl (2S,5S)-5-(4-chlorobenzyl)-2-ethynylmorpholine-4-carboxylate ClC1=CC=C(C[C@H]2CO[C@H](CN2C(=O)OC(C)(C)C)C#C)C=C1